[N+](=O)([O-])C1=C(C=CC(=C1)C(=O)O)C(=O)O.[N+](=O)([O-])C1=C(C=CC(=C1)C(=O)O)C(=O)O 2-nitro-1,4-benzenedicarboxylic acid (2-nitro-1,4-benzenedicarboxylate)